tert-Butyl 4-[[1-[3-[(2,2-difluoro-1,3-benzodioxol-5-yl)carbamoyl]phenyl]-3-(difluoromethyl)-4,5,6,7-tetrahydroindazol-7-yl]oxy]benzoate FC1(OC2=C(O1)C=CC(=C2)NC(=O)C=2C=C(C=CC2)N2N=C(C=1CCCC(C21)OC2=CC=C(C(=O)OC(C)(C)C)C=C2)C(F)F)F